BrC1=CC=C(C=C1)N1C=C(C(=C1)C1=CC=C(C=C1)F)[C@H]1O[C@H](C(N1CCC1=CC2=C(NC(N2)=O)C=C1)=O)C (2R,5S)-2-(1-(4-bromophenyl)-4-(4-fluorophenyl)-1H-pyrrol-3-yl)-5-methyl-3-(2-(2-oxo-2,3-dihydro-1H-benzo[d]imidazol-5-yl)ethyl)oxazolidin-4-one